(1S,3R,4S,5R)-3-((5-chloro-4-(4-fluoro-2-(2-hydroxypropan-2-yl)-1-isopropyl-1H-benzo[d]imidazol-6-yl)pyrimidin-2-yl)amino)-1,5-dimethyl-6,8-dioxabicyclo[3.2.1]octan-4-ol ClC=1C(=NC(=NC1)N[C@@H]1C[C@]2(CO[C@@]([C@H]1O)(O2)C)C)C=2C=C(C1=C(N(C(=N1)C(C)(C)O)C(C)C)C2)F